FC1(CCN(CC1)C(=O)C1=C(C=C(C=C1)C1=NN=C(N1)C)C1=NN(C=C1)C)F (4,4-difluoropiperidin-1-yl)-[2-(1-methylpyrazol-3-yl)-4-(5-methyl-4H-1,2,4-triazol-3-yl)phenyl]methanone